1-((S)-3-(benzothien-3-yl)-2-(dimethylamino)propyl)-3-((S)-1-phenylpropan-2-yl)urea S1C=C(C2=C1C=CC=C2)C[C@@H](CNC(=O)N[C@H](CC2=CC=CC=C2)C)N(C)C